CC(C)(O)NC1CN(C1)C methyl-(1-methylazetidine-3-yl)aminoethanol